3-(6-(6-aminopyridin-3-yl)pyridin-3-yl)-1H-1,2,4-triazole-3,5-diamine NC1=CC=C(C=N1)C1=CC=C(C=N1)C1(NNC(=N1)N)N